N'-((8-allyl-1,2,3,5,6,7-hexahydro-s-indacen-4-yl)carbamoyl)-N-(tertbutyldimethylsilyl)-5-(2-hydroxypropan-2-yl)-1-phenyl-1H-pyrazole-3-sulfonimidamide C(C=C)C=1C=2CCCC2C(=C2CCCC12)NC(=O)N=S(=O)(N[Si](C)(C)C(C)(C)C)C1=NN(C(=C1)C(C)(C)O)C1=CC=CC=C1